FC(N1N=CC(=C1)C=1C(=CC=2N(C1)C(=CN2)C2=CC=CC(=N2)N[C@H]2CN(C[C@@H]2F)C(=O)OC(C)(C)C)OC)F tert-butyl (3S,4S)-3-((6-(6-(1-(difluoromethyl)-1H-pyrazol-4-yl)-7-methoxyimidazo[1,2-a]pyridine-3-yl)-pyridin-2-yl)amino)-4-fluoropyrrolidine-1-carboxylate